(R)-2-((2-((8-cyclopentyl-7-ethyl-5-methyl-6-oxo-5,6,7,8-tetrahydropteridin-2-yl)amino)-5-((1-methylpiperidin-4-yl)carbamoyl)phenoxy)methyl)acrylic acid C1(CCCC1)N1[C@@H](C(N(C=2C=NC(=NC12)NC1=C(OCC(C(=O)O)=C)C=C(C=C1)C(NC1CCN(CC1)C)=O)C)=O)CC